CIS-1-PROPENE-1-BORONIC ACID C(=C/C)/B(O)O